N-(6-((1H-pyrazol-1-yl)methyl)-4-methoxybenzo[d]isothiazol-3-yl)-2-methoxybenzenesulfonamide N1(N=CC=C1)CC1=CC2=C(C(=NS2)NS(=O)(=O)C2=C(C=CC=C2)OC)C(=C1)OC